C(C)(C)(C)OC(=O)N1CC(OCC1)C1(CC1)O 2-(1-Hydroxycyclopropyl)morpholine-4-carboxylic acid tert-butyl ester